Sodium p-StyreneSulfonate methyl-(S)-5-((7-((1-((tert-butyldiphenylsilyl)oxy)hexan-3-yl)amino)-5-((methoxycarbonyl)amino)-1H-pyrazolo[4,3-d]pyrimidin-1-yl)methyl)-6-methoxynicotinate COC(C1=CN=C(C(=C1)CN1N=CC=2N=C(N=C(C21)N[C@H](CCO[Si](C2=CC=CC=C2)(C2=CC=CC=C2)C(C)(C)C)CCC)NC(=O)OC)OC)=O.C=CC2=CC=C(C=C2)S(=O)(=O)[O-].[Na+]